C(CCCC)NC(=O)C=1N=C(OC1)C1C(C2CCC1O2)CC2=CC=CC=C2 2-[[3-[4-[(Pentylamino)carbonyl]-2-oxazolyl]-7-oxabicyclo[2.2.1]hept-2-yl]methyl]-benzol